Ethyl 7-((3,4-difluorophenyl)carbamoyl)-5,6,7,8-tetrahydroimidazo[1,5-a]pyrazine-1-carboxylate FC=1C=C(C=CC1F)NC(=O)N1CC=2N(CC1)C=NC2C(=O)OCC